CC=1N=NN(N1)C1=CC=C(N)C=C1 4-(5-Methyltetrazol-2-yl)aniline